(3S)-4-(7-(6-(bis(4-methoxybenzyl)amino)-3-iodo-4-methylpyridin-2-yl)-6-chloro-2,8-difluoroquinazolin-4-yl)-3-methylpiperazine-1-carboxylic acid tert-butyl ester C(C)(C)(C)OC(=O)N1C[C@@H](N(CC1)C1=NC(=NC2=C(C(=C(C=C12)Cl)C1=NC(=CC(=C1I)C)N(CC1=CC=C(C=C1)OC)CC1=CC=C(C=C1)OC)F)F)C